(3-bromo-2-fluoro-6-methylphenyl)boronic acid BrC=1C(=C(C(=CC1)C)B(O)O)F